COCC[C@@H](C)NNC(=O)OC(C)(C)C |r| (±)-tert-butyl 2-(4-methoxybutan-2-yl)hydrazine-1-carboxylate